CC1=C(OC2=C(C=C(C=C2C1=O)C)[C@@H](C)NC1=C(C(=O)OC(C)(C)C)C=CC=C1)C1=CC=2C=NC=CC2S1 tert-Butyl 2-[[(1R)-1-(3,6-dimethyl-4-oxo-2-thieno[3,2-c]pyridin-2-yl-chromen-8-yl)ethyl]amino]benzoate